rac-methyl (1R,4R,5S)-5-hydroxy-7-oxabicyclo[2.2.1]hept-2-ene-2-carboxylate O[C@@H]1[C@H]2C=C([C@@H](C1)O2)C(=O)OC |r|